(R)-8-(5-(2,3-dichlorophenyl)-6-methylpyrazin-2-yl)-8-azaspiro[4.5]decan-1-amine ClC1=C(C=CC=C1Cl)C=1N=CC(=NC1C)N1CCC2(CCC[C@H]2N)CC1